CN1N=NC2=C1C=CC(=C2C)C(C(C(=O)OC)(C)C)C2=CC(=C(C=C2)C)CN2C[C@H](OC1=C3C=CC=NC3=CC=C1C2)CC Methyl 3-(1,4-dimethyl-1H-benzo[d][1,2,3]triazol-5-yl)-3-(3-(((R)-2-ethyl-2,3-dihydro-[1,4]oxazepino[7,6-f]quinolin-4(5H)-yl) methyl)-4-methylphenyl)-2,2-dimethylpropionate